C=1N=CN2C1C1=CC=CC=C1[C@@H]2[C@H]2COCC[C@@H]2O (3S,4S)-3-((S)-5H-Imidazo[5,1-a]isoindol-5-yl)-tetrahydro-2H-pyran-4-ol